FC=1C=C(CC2(CCN(CC2)C(=O)NC2=NN(C(C=C2)=O)C)F)C=C(C1)F 4-(3,5-difluorobenzyl)-4-fluoro-N-(1-methyl-6-oxo-1,6-dihydropyridazin-3-yl)piperidine-1-carboxamide